5,8-bis(5-bromo-2-thienyl)-2,3-bis[3-(dodecyloxy)phenyl]Quinoxaline BrC1=CC=C(S1)C1=C2N=C(C(=NC2=C(C=C1)C=1SC(=CC1)Br)C1=CC(=CC=C1)OCCCCCCCCCCCC)C1=CC(=CC=C1)OCCCCCCCCCCCC